(Z)-2-(2,6-dioxopiperidin-3-yl)-5-(4-((1-(2-(4-(1-(4-hydroxyphenyl)-2-phenylbut-1-en-1-yl)phenoxy)ethyl)pyrrolidin-3-yl)methyl)piperazin-1-yl)isoindoline-1,3-dione O=C1NC(CCC1N1C(C2=CC=C(C=C2C1=O)N1CCN(CC1)CC1CN(CC1)CCOC1=CC=C(C=C1)\C(=C(\CC)/C1=CC=CC=C1)\C1=CC=C(C=C1)O)=O)=O